4,5-dibromo-1,2-dihydropyridazine-3,6-dione BrC=1C(NNC(C1Br)=O)=O